S1C(=NC2=C1C=CC=C2)[C@H](N)C2=C(C=CC(=C2)F)OCOC |r| (±)-benzo[d]thiazol-2-yl(5-fluoro-2-(methoxymethoxy)phenyl)methanamine